Cl.O1C=C(C2=C1C=CC=C2)CCN 2-(benzofuran-3-yl)ethylamine hydrochloride